COC([C@@H](NC(=O)OCC1=CC=CC=C1)CCCCN(CC(F)(F)F)C(=O)OC(C)(C)C)=O.CC(C#C)(C)O[Si](C)(C)OC(C#C)(C)C bis((1,1-dimethyl-2-propynyl)oxy)dimethylsilane Methyl-N2-((benzyloxy)carbonyl)-N6-(tert-butoxycarbonyl)-N6-(2,2,2-trifluoroethyl)-L-lysinate